CC=1C=C(C=CC1N)NC1=NC=CC=C1 3-Methyl-N1-(pyridin-2-yl)benzene-1,4-diamine